BrC1=CC=C(C(=N1)OC)N 6-bromo-2-methoxy-3-pyridinamine